ClC1=C(C(=C(CNC(CCC)=O)C=C1)F)C=1NC(C=C(N1)C1=NC=C(C=C1)C(F)(F)F)=O N-(4-chloro-2-fluoro-3-{6-oxo-4-[5-(trifluoromethyl)pyridin-2-yl]-1,6-dihydropyrimidin-2-yl}benzyl)butanamide